FC(C1=NN=C(O1)C1=CC(=C(CN(S(=O)(=O)C)[C@@H]2CCC3=CC=CC=C23)C=C1)F)F (R)-N-(4-(5-(difluoromethyl)-1,3,4-oxadiazol-2-yl)-2-fluorobenzyl)-N-(2,3-dihydro-1H-inden-1-yl)methanesulfonamide